N-(5-(4-chloro-3-methylphenoxy)thiazolo[5,4-b]pyridin-2-yl)-5-(2-methoxyphenyl)pyridazine-4-carboxamide ClC1=C(C=C(OC2=CC=C3C(=N2)SC(=N3)NC(=O)C3=CN=NC=C3C3=C(C=CC=C3)OC)C=C1)C